3-((3-(2-aminoethyl)phenyl)amino)-6-ethyl-5-isopropoxy-pyrazine-2-carboxamide NCCC=1C=C(C=CC1)NC=1C(=NC(=C(N1)OC(C)C)CC)C(=O)N